1-(3,3-dimethylcyclohexyl)ethyl (3-ethyl-2-oxiranyl)acetate C(C)C1C(O1)CC(=O)OC(C)C1CC(CCC1)(C)C